[Cl-].CC(CCCCCCCCCCCCCC)CCOCC[S+]1CCCC=C1 2-(2-(2-hexadecyl)ethoxy)ethyl-tetrahydrothiopyranium chloride